serine HCl Cl.N[C@@H](CO)C(=O)O